N-(4-(5-chloropyridin-3-yl)-2-fluorophenyl)-2-(2-(cyclopropanesulfonamido)thiazol-4-yl)-2-methylpropanamide ClC=1C=C(C=NC1)C1=CC(=C(C=C1)NC(C(C)(C)C=1N=C(SC1)NS(=O)(=O)C1CC1)=O)F